CC([C@H](C(=O)NC)NC(C(=O)C1=C(C(=C(N1C)C)C(=O)NC1=CC(=C(C=C1)F)C)C)=O)(C)C (R)-5-(2-((3,3-dimethyl-1-(methylamino)-1-oxobutan-2-yl)amino)-2-oxoacetyl)-N-(4-fluoro-3-methylphenyl)-1,2,4-trimethyl-1H-pyrrole-3-carboxamide